OCCOC1=NC=C(C=N1)NC(O[C@H](C)[C@H](C)OC1=CC2=C(N=C(S2)Cl)C=C1F)=O (2R,3S)-3-((2-chloro-5-fluorobenzo[d]thiazol-6-yl)oxy)butan-2-yl (2-(2-hydroxyethoxy)pyrimidin-5-yl)carbamate